C1(CC1)C1=NC=NC(=C1C1=NN2C(NC(CC2)=O)=N1)OC 2-(4-cyclopropyl-6-methoxypyrimidin-5-yl)-6,7-dihydro-[1,2,4]triazolo[1,5-a]pyrimidin-5(4H)-one